cobalt(II) tris(5-carboxy-2,2'-bipyridine) chloride [Cl-].C(=O)(O)C=1C=CC(=NC1)C1=NC=CC=C1.C(=O)(O)C=1C=CC(=NC1)C1=NC=CC=C1.C(=O)(O)C=1C=CC(=NC1)C1=NC=CC=C1.[Co+2].[Cl-]